tert-butyl N-[[1-[2-[3-chloro-4-(trifluoromethyl)phenyl]-5-(2-oxoimidazolidin-1-yl)pyrimidin-4-yl]pyrrolidin-3-yl]methyl]carbamate ClC=1C=C(C=CC1C(F)(F)F)C1=NC=C(C(=N1)N1CC(CC1)CNC(OC(C)(C)C)=O)N1C(NCC1)=O